CC1=C(C=C(C=C1)NC(C1=CC(=CC(=C1)C(F)(F)F)C1CN(CC1)C)=O)NC1=NC=CC(=N1)C=1C=NC=CC1 N-[4-Methyl-3-(4-pyridin-3-yl-pyrimidin-2-ylamino)-phenyl]-3-(1-methyl-pyrrolidin-3-yl)-5-trifluoromethyl-benzamide